Nalpha-methyl-L-leucine CN[C@@H](CC(C)C)C(=O)O